(2S,3S)-3-[(dimethylsulfamoyl)amino]-N,N-dimethyl-2-[(2,3',5'-trifluoro[1,1'-biphenyl]-3-yl)methyl]pyrrolidine-1-carboxamide CN(S(=O)(=O)N[C@@H]1[C@@H](N(CC1)C(=O)N(C)C)CC=1C(=C(C=CC1)C1=CC(=CC(=C1)F)F)F)C